4-[[5-(4-cyclopropyl-2-fluoro-phenoxy)-4-methyl-3-pyridinyl]oxy]-3-fluoro-N-(methylsulfamoyl)pyridin-2-amine C1(CC1)C1=CC(=C(OC=2C(=C(C=NC2)OC2=C(C(=NC=C2)NS(NC)(=O)=O)F)C)C=C1)F